(S)-7-methoxy-1,2-dimethyl-4-(methylthio)-6-((tetrahydrofuran-3-yl)oxy)quinazolin-1-ium iodide [I-].COC1=C(C=C2C(=NC(=[N+](C2=C1)C)C)SC)O[C@@H]1COCC1